C1(=CC=CC=C1)C1N(CCC1)C1=NC(=NO1)C(=O)N 5-(2-phenylpyrrolidin-1-yl)-1,2,4-oxadiazole-3-carboxamide